N-(5-(4-methylpiperazin-1-yl)-2-nitrophenyl)-4-nitro-1H-pyrazole-3-carboxamide CN1CCN(CC1)C=1C=CC(=C(C1)NC(=O)C1=NNC=C1[N+](=O)[O-])[N+](=O)[O-]